3,3-bis(methoxymethyl)azetidine hydrochloride Cl.COCC1(CNC1)COC